2-allylsulfanyl-1-(pyrimidin-2-yl)ethan-1-one C(C=C)SCC(=O)C1=NC=CC=N1